ClC=1C=C(C=CC1OC(F)(F)F)N1C(=NC=2C1=NC(=CC2)N2CCNCC2)C#C[Si](C(C)C)(C(C)C)C(C)C 3-(3-chloro-4-(trifluoromethoxy)phenyl)-5-(piperazin-1-yl)-2-((triisopropylsilyl)ethynyl)-3H-imidazo[4,5-b]pyridine